pyrido[4,3-d]Pyrimidine-4-ol N1=CN=C(C2=C1C=CN=C2)O